FC1=C(C(=CC(=C1)F)OC(C)C)C=1C2=C(C(=NC1C=1C=NN(C1)[C@@H]1CN(CC1)CC=C)OS(=O)(=O)C(F)(F)F)C=CS2 [7-(2,4-difluoro-6-isopropoxy-phenyl)-6-[1-[(3S)-1-prop-2-enylpyrrolidin-3-yl]pyrazol-4-yl]thieno[3,2-c]pyridin-4-yl]trifluoromethanesulfonic acid